ClC=1C=C(C=CC1C(=O)N1CCC(CC1)(CN1C=NN2C(C1=O)=CC=C2)O)C2=CC=C(C=C2)C(=O)N(C)C 3'-chloro-4'-(4-hydroxy-4-((4-oxopyrrolo[2,1-f][1,2,4]triazin-3(4H)-yl)methyl)piperidine-1-carbonyl)-N,N-dimethyl-[1,1'-biphenyl]-4-carboxamide